COC=1C=C2C(=CC=NC2=CC1OC)N1CCC(CC1)C1(CC1)C(=O)OCC ethyl 1-(1-(6,7-dimethoxyquinolin-4-yl)piperidin-4-yl)cyclopropane-1-carboxylate